3-bromo-2-methyl-2-hydroxypropionic acid BrCC(C(=O)O)(O)C